NC=1C(=CC2=C(CC(O2)(C)C)C1)C1CCN(CC1)C(=O)OC(C)(C)C tert-Butyl 4-(5-amino-2,2-dimethyl-3H-benzofuran-6-yl)piperidine-1-carboxylate